C(C1=CC=CC=C1)OC(NCCOCCOCCOCCOCCOCCOC1=CC=C(C=C1)NC(=O)OC(C)(C)C)=O.C(=O)(O)C(CCC(=O)O)NC(NC(C(=O)O)CCC(=O)O)=O 2-[3-(1,3-dicarboxypropyl)ureido]pentanedioic acid benzyl-N-(17-{4-[(tert-butoxycarbonyl)amino]phenoxy}-3,6,9,12,15-pentaoxaheptadecan-1-yl)carbamate